BrC1=CC(=C(C=C1)N(C(=O)N)C1=CC(=CC(=C1)C(F)(F)F)C(F)(F)F)C1=NN=NN1 N-[4-Bromo-2-(1H-1,2,3,4-tetrazol-5-yl)phenyl]-N-[3,5-bis(trifluoromethyl)phenyl]urea